N1(CCCCC1)C(=O)C1=CC=C(C=C1)B1OC(C(O1)(C)C)(C)C piperidin-1-yl(4-(4,4,5,5-tetramethyl-1,3,2-dioxaborolan-2-yl)phenyl)methanone